(2R,4R)-4-((4-(azetidine-1-carbonyl)-5-fluoro-6-((5-methyl-1H-pyrazol-3-yl)amino)pyridin-2-yl)methyl)-1-(3-chloro-2-fluorobenzyl)-2-methylpiperidine-4-carboxylic acid N1(CCC1)C(=O)C1=CC(=NC(=C1F)NC1=NNC(=C1)C)C[C@@]1(C[C@H](N(CC1)CC1=C(C(=CC=C1)Cl)F)C)C(=O)O